[Na].N1C(NC(NC1=S)=S)=S 1,3,5-triazine-2,4,6-trithione sodium salt